5-(7,8-dimethyl-[1,2,4]triazolo[1,5-a]pyridin-6-yl)-4-isopropyl-3-methyl-2-(6-(2-(methylsulfonyl)ethyl)-6-azaspiro[3.4]octan-2-yl)-6H-thieno[2,3-b]pyrrole CC1=C(C=2N(C=C1C1=C(C3=C(N1)SC(=C3C)C3CC1(C3)CN(CC1)CCS(=O)(=O)C)C(C)C)N=CN2)C